N1-(1-(3-chloro-2-fluorophenyl)-2,2,2-trifluoroethyl)-N1-cyclopropylethane-1,2-diamine hydrochloride Cl.ClC=1C(=C(C=CC1)C(C(F)(F)F)N(CCN)C1CC1)F